FC=1C(=C(C=C(C1)C(C)C)[C@@H](C(=O)O)N1C[C@H](CC1)N(CCCCCC1=NC=2NCCCC2C=C1)C)OC (S)-2-(3-fluoro-5-isopropyl-2-methoxyphenyl)-2-((S)-3-(methyl(5-(5,6,7,8-tetrahydro-1,8-naphthyridin-2-yl)pentyl)amino)pyrrolidin-1-yl)acetic acid